tert-butyl ((6-methyl-2-(trifluoromethyl)-5,6-dihydroimidazo[2,1-a]isoquinolin-8-yl)methyl)carbamate CC1CN2C(C3=CC=C(C=C13)CNC(OC(C)(C)C)=O)=NC(=C2)C(F)(F)F